N-((cis)-3-(2-cyano-5-fluorophenyl)cyclobutyl)-1-((R or S)-1-(4-methyl-6-((1R,5S)-2-oxo-3-azabicyclo[3.1.0]hexan-3-yl)pyridin-3-yl)ethyl)-1H-pyrazole-4-carboxamide C(#N)C1=C(C=C(C=C1)F)[C@H]1C[C@H](C1)NC(=O)C=1C=NN(C1)[C@H](C)C=1C=NC(=CC1C)N1C([C@@H]2C[C@@H]2C1)=O |o1:21|